BrC(CC[C@@H](C)[C@H]1CC[C@@H]2[C@@]1(CC[C@@H]1[C@]3(CC[C@@H](C[C@@H]3CC([C@@H]21)(F)F)OC(C)=O)C)C)C(C)(C)O acetic acid-(1R,3aS,3bR,5aR,7S,9aS,9bS,11aR)-1-[(2R)-5-bromo-6-hydroxy-6-methylhept-2-yl]-4,4-difluoro-9a,11a-Dimethylhexadecahydro-1H-cyclopenta[1,2-i]phenanthrene-7-yl ester